(1r,3r)-3-(4-hydroxyphenoxy)cyclobutane-1-carbonitrile OC1=CC=C(OC2CC(C2)C#N)C=C1